3-(Dimethylamino)-N-((1,2,3,5,6,7-hexahydro-s-indacen-4-yl)carbamoyl)propane-1-sulfonamide, potassium salt [K].CN(CCCS(=O)(=O)NC(NC1=C2CCCC2=CC=2CCCC12)=O)C